COC=1C=C(C=CC1OC)C1=CC=NC=2N1N=C(C2)C(=O)NC2=CC(=CC=C2)C(=O)N2CCOCC2 7-(3,4-dimethoxyphenyl)-N-(3-(morpholine-4-carbonyl)phenyl)pyrazolo[1,5-a]pyrimidine-2-carboxamide